C(C)(=O)NC(CCSCCC(F)(F)F)=O N-acetyl-3-[(3,3,3-trifluoropropyl)thio]-propionamide